Cl.Cl.N[C@@H]1[C@H]2[C@]34C=5C(=CC=CC5C[C@@H]([C@@]3(CC1CC1CC1)O)NCC4)O2 6a-Amino-l-7-cyclopropylmethyl-4,5a-epoxy-14-hydroxy-morphinan dihydrochloride